2-((1R,2R)-2-(hydroxymethyl)cyclopropyl)isoindoline-1,3-dione OC[C@H]1[C@@H](C1)N1C(C2=CC=CC=C2C1=O)=O